1-methyl-6-(trifluoromethyl)pyrimidine-2,4-dione CN1C(NC(C=C1C(F)(F)F)=O)=O